Br.N1C(CCC1)C1=CC=C(C=C1)O 4-(pyrrolidin-2-yl)phenol hydrobromide